3-Cyclohexyl-1-(6-(2-(benzoyloximino)hexanoyl)-9-ethyl-9H-carbazol-3-yl)-propane-1,2-dione-2-(O-benzoyloxime) C(C1=CC=CC=C1)(=O)ON=C(C(=O)C=1C=CC=2N(C3=CC=C(C=C3C2C1)C(C(CCCC)=NOC(C1=CC=CC=C1)=O)=O)CC)CC1CCCCC1